6-amino-2-[(2E)-but-2-enoyl]-4-(1-methyl-1H-indazol-6-yl)-2,3-dihydro-1H-isoindol-1-one NC1=CC(=C2CN(C(C2=C1)=O)C(\C=C\C)=O)C1=CC=C2C=NN(C2=C1)C